Ethylene-bis(tetrabromophthalimide) C(CC1=C2C(C(=O)N(C2=O)Br)=C(C(=C1Br)Br)Br)C1=C2C(C(=O)N(C2=O)Br)=C(C(=C1Br)Br)Br